ethyl 4-methoxy-3-(1-methyl-1H-pyrazol-4-yl)-5-nitrophenylacetate COC1=C(C=C(C=C1[N+](=O)[O-])CC(=O)OCC)C=1C=NN(C1)C